N,N'-(2,2'-dimethyl-[1,1'-biphenyl]-3,3'-diyl)bis(5-((bis(2-hydroxyethyl)amino)methyl)picolinamide) CC1=C(C=CC=C1NC(C1=NC=C(C=C1)CN(CCO)CCO)=O)C1=C(C(=CC=C1)NC(C1=NC=C(C=C1)CN(CCO)CCO)=O)C